N-(7-methyl-6-(1-(3-methyltetrahydrofuran-3-yl)piperidin-4-yl)isoquinolin-3-yl)-2-(pyridin-2-yl)cyclopropane-1-carboxamide CC1=C(C=C2C=C(N=CC2=C1)NC(=O)C1C(C1)C1=NC=CC=C1)C1CCN(CC1)C1(COCC1)C